5-((3-(4-Nitro-3-(trifluoromethyl)phenyl)-2-(trifluoromethyl)oxazolidin-5-yl)methoxy)picolinonitril [N+](=O)([O-])C1=C(C=C(C=C1)N1C(OC(C1)COC=1C=CC(=NC1)C#N)C(F)(F)F)C(F)(F)F